BrC1=CN(C2=CC=C(C=C12)C#CC1(CCCCC1)O)COCC[Si](C)(C)C ((3-bromo-1-((2-(trimethylsilyl)ethoxy)methyl)-1H-indol-5-yl)ethynyl)cyclohexan-1-ol